4-methoxybenzyl-phenylacetate COC1=CC=C(CC(C(=O)[O-])C2=CC=CC=C2)C=C1